2-(naphthalen-2-yl)-4-oxo-4-phenylbutyronitrile C1=C(C=CC2=CC=CC=C12)C(C#N)CC(C1=CC=CC=C1)=O